COC1=C2C=CC=C(C2=CC=C1)C(C(/C=C/C1(CC1)N1C=C(C2=CC=CC=C12)[N+](=O)[O-])=O)C (E)-4-(5-methoxynaphthalen-1-yl)-1-(1-(3-nitro-1H-indol-1-yl)cyclopropyl)pent-1-en-3-one